ClC1=CC(=C(C=C1)C1=NC(=CC=2N=C(N(C(C21)=O)C)C)N2CC(CCC2)C2CNC(C2)=O)F 5-(4-chloro-2-fluorophenyl)-2,3-dimethyl-7-(3-(5-oxo-3-pyrrolidinyl)-1-piperidinyl)pyrido[4,3-d]pyrimidin-4(3H)-one